(S)-3-(1-(1-acetyl-3,3-difluoroindol-4-yl)cyclopropyl)-6-(1-amino-1,3-dihydrospiro[indene-2,4'-piperidin]-1'-yl)-1,5-dihydro-4H-pyrazolo[3,4-d]pyrimidin-4-one C(C)(=O)N1CC(C2=C(C=CC=C12)C1(CC1)C1=NNC=2N=C(NC(C21)=O)N2CCC1(CC2)[C@@H](C2=CC=CC=C2C1)N)(F)F